(1S,2R)-2-aminocyclopentane NC1CCCC1